6-(difluoromethyl)-8-(isopropylamino)-2-(methylsulfonyl)pyrido[3,4-d]pyrimidine-5-carbonitrile FC(C1=C(C2=C(N=C(N=C2)S(=O)(=O)C)C(=N1)NC(C)C)C#N)F